4-[3-(4-Bromophenoxy)propoxy]-6-chloropyridine-2-carbonitrile BrC1=CC=C(OCCCOC2=CC(=NC(=C2)Cl)C#N)C=C1